5-[(1E)-3-(6-methoxypyridin-2-yl)-3-oxoprop-1-en-1-yl]-1-oxo-3H-isoindol-2-ylpiperidine-2,6-dione COC1=CC=CC(=N1)C(/C=C/C=1C=C2CN(C(C2=CC1)=O)N1C(CCCC1=O)=O)=O